N1(CCC1)CC1(CC1)NC(C(C)N1C=CC2=C(C=CC(=C12)F)Cl)=O N-(1-(azetidin-1-ylmethyl)cyclopropyl)-2-(4-chloro-7-fluoro-1H-indol-1-yl)propanamide